carboxymethyl-11-carboxyundecylether C(=O)(O)CC(CCCCCCCCCCOCCCCCCCCCCC(CC(=O)O)C(=O)O)C(=O)O